phenyl-tolyl-para-phenylenediamine C1(=CC=CC=C1)N(C1=CC=C(C=C1)N)C1=C(C=CC=C1)C